CC(CCS(=O)(=O)[O-])=CCCC=C 2-methyl-2,6-heptadienylmethylsulfonate